ClC=1C=C(C=C(C1)Cl)C1=CC(=CC(=N1)OC=1C=C(C(=NC1)N1CCN(CC1)C(=O)OC(C)(C)C)F)C(=O)OC tert-Butyl 4-(5-((6-(3,5-dichlorophenyl)-4-(methoxycarbonyl)pyridin-2-yl)oxy)-3-fluoropyridin-2-yl)piperazine-1-carboxylate